pyrimidin-2-yl acetamido-piperidine-1-carboxylate C(C)(=O)NC1N(CCCC1)C(=O)OC1=NC=CC=N1